3-((4-(5-(chlorodifluoromethyl)-1,2,4-oxadiazol-3-yl)benzyl)amino)-4-((thiazol-4-ylmethyl)amino)cyclobut-3-ene-1,2-dione ClC(C1=NC(=NO1)C1=CC=C(CNC=2C(C(C2NCC=2N=CSC2)=O)=O)C=C1)(F)F